(2S)-3-methoxypropan-1,2-diol COC[C@H](CO)O